C1(CC1)C(C=CS(=O)(=O)C)NC(=O)C=1C(=NC(=NC1)C(C)(F)F)OC1=CC=CC=C1 N-(1-cyclopropyl-3-(methylsulfonyl)allyl)-2-(1,1-difluoroethyl)-4-phenoxypyrimidine-5-carboxamide